5-cyano-N-ethyl-N-(2,2,2-trifluoro-1-(4-fluorophenyl)ethyl)thiophene-3-sulfonamide C(#N)C1=CC(=CS1)S(=O)(=O)N(C(C(F)(F)F)C1=CC=C(C=C1)F)CC